ethyl 1-(2-amino-2-oxoethyl)-4-(benzo[d]isothiazole-3-carboxamido)-1H-imidazole-2-carboxylate NC(CN1C(=NC(=C1)NC(=O)C1=NSC2=C1C=CC=C2)C(=O)OCC)=O